[2-(1,1-dioxo-1,4-thiazinan-4-yl)-2-oxo-ethyl] acetate C(C)(=O)OCC(=O)N1CCS(CC1)(=O)=O